C(C)(C)(C)OC(=O)NC1=CC(=CC2=C1C=C(O2)C(=O)OCC)F Ethyl 4-((tert-Butoxycarbonyl) amino)-6-fluorobenzofuran-2-carboxylate